isononyl maleate C(\C=C/C(=O)[O-])(=O)OCCCCCCC(C)C